(1R,1aS,4aR,5R,6S,7S,7aR,7bS)-1-(1-hydroxy-4-methylpent-3-en-1-yl)-1,4-dimethyl-1,1a,2,4a,5,6,7a,7b-octahydrospiro[cyclopropa[e]azulene-7,2'-oxirane]-5,6-diol OC(CC=C(C)C)[C@]1([C@@H]2[C@@H]3[C@H](C(=CC[C@@H]21)C)[C@H]([C@@H]([C@]32OC2)O)O)C